S1C(=NC2=C1C=CC=C2)SC2=CC(C=1C3=C(N=C(C1C2=O)CC)N(C(N(C3=O)C)=O)C)=O 8-(benzothiazole-2-ylthio)-6-ethyl-2,4-dimethylpyrimido[4,5-c]isoquinoline-1,3,7,10(2H,4H)-tetraone